CC1=C(CN(N1C1=CC(=CC=C1)S(=O)(=O)C)CC1OCCCC1)C(F)(F)F 5-methyl-N-(3-methylsulfonylphenyl)-2-(oxan-2-ylmethyl)-4-(trifluoromethyl)pyrazole